beta-L-ribose O[C@@H]1[C@@H](O)[C@@H](O)[C@@H](O1)CO